3,6-dimethyl-2-morpholino-8-[(1R)-1-(2-nitroanilino)ethyl]-quinazolin-4-one CN1C(=NC2=C(C=C(C=C2C1=O)C)[C@@H](C)NC1=C(C=CC=C1)[N+](=O)[O-])N1CCOCC1